2-((4-(3-Chloro-4-(2-chloro-3-(6-methoxy-5-(((5-oxo-6-azaspiro[3.4]octan-2-yl)amino)methyl)pyridin-2-yl)phenyl)pyridin-2-yl)-2-methoxybenzyl)amino)-6-azaspiro[3.4]octan-5-one ClC=1C(=NC=CC1C1=C(C(=CC=C1)C1=NC(=C(C=C1)CNC1CC2(C1)C(NCC2)=O)OC)Cl)C2=CC(=C(CNC1CC3(C1)C(NCC3)=O)C=C2)OC